ClC=1C=C(C=C(C1)F)C(C[C@H]1N(CCC1)C(=O)OC(C)(C)C)=O tert-butyl (S)-2-(2-(3-chloro-5-fluorophenyl)-2-oxoethyl)pyrrolidine-1-carboxylate